ClC1=CC(=CC=2CN3C(COC21)CN(CC3)C(=O)[O-])C#CC 10-chloro-8-(prop-1-yn-1-yl)-3,4,12,12a-tetrahydro-6H-benzo[f]pyrazino[2,1-c][1,4]oxazepine-2(1H)-carboxylate